2-[(2E)-3,7-Dimethyl-2,6-octadien-1-yl]-5-pentyl-1,3-benzenediol C\C(=C/CC1=C(C=C(C=C1O)CCCCC)O)\CCC=C(C)C